C1(C(C(C(C(C1O)O)O)O)O)O cis-inositol